3-hydroxy-2-methyl-6-nitropyridine OC=1C(=NC(=CC1)[N+](=O)[O-])C